1-taurinomethyl-pseudouridine zinc-iron tetrazoleacetate N1N=NN=C1CC(=O)[O-].[Fe+2].[Zn+2].C(NCCS(=O)(=O)O)N1C=C([C@H]2[C@H](O)[C@H](O)[C@@H](CO)O2)C(NC1=O)=O.N1N=NN=C1CC(=O)[O-].N1N=NN=C1CC(=O)[O-].N1N=NN=C1CC(=O)[O-]